[2H]C(C1=NC(=CC(=C1)C1=C(N=C(S1)NC(=O)N1CC2(COC2)C1)C1=CC(=CC=C1)C#N)C([2H])([2H])[2H])([2H])[2H] N-[5-[2,6-Bis(trideuteriomethyl)-4-pyridyl]-4-(3-cyanophenyl)thiazol-2-yl]-2-oxa-6-azaspiro[3.3]heptane-6-carboxamide